5-(4-(4-(6-aminopyridin-3-yl)-6-morpholino-1,3,5-triazin-2-yl)piperazin-1-yl)-N-hydroxy-5-oxopentanamide NC1=CC=C(C=N1)C1=NC(=NC(=N1)N1CCOCC1)N1CCN(CC1)C(CCCC(=O)NO)=O